FC1=C(C(=CC=C1)F)[C@H](CC1=NC(=NC(=N1)N[C@@H](CO)CC(C)C)NS(=O)(=O)C)C |o1:8| N-(4-((S*)-2-(2,6-difluorophenyl)propyl)-6-(((R)-1-hydroxy-4-methylpentan-2-yl)amino)-1,3,5-triazin-2-yl)methanesulfonamide